N1N=CC(=C1)S(=O)(=O)C=1C=C2C=NN(C(C2=CC1)=O)CC1=CC=C2C(=N1)OCCO2 6-((1H-pyrazol-4-yl)sulfonyl)-2-((2,3-dihydro-[1,4]dioxino[2,3-b]pyridin-6-yl)methyl)phthalazin-1(2H)-one